feruloyl-histidine hafnium(IV) trifluoromethanesulfonate monohydrate O.FC(S(=O)(=O)[O-])(F)F.[Hf+4].C(\C=C\C1=CC(OC)=C(O)C=C1)(=O)N[C@@H](CC1=CNC=N1)C(=O)O.FC(S(=O)(=O)[O-])(F)F.FC(S(=O)(=O)[O-])(F)F.FC(S(=O)(=O)[O-])(F)F